C(C)(C)(C)OC(=O)N1CC(C1)(C(=O)O)O 1-(tert-butoxycarbonyl)-3-hydroxyazetidine-3-carboxylic acid